7-[(3R)-3-amino-1-oxo-4-(2,4,5-trifluorophenyl)butyl]-5,6,7,8-tetrahydro-3-(trifluoromethyl)-1,2,4-triazolo[4,3-a]pyrazine phosphate P(=O)(O)(O)O.N[C@@H](CC(=O)N1CC=2N(CC1)C(=NN2)C(F)(F)F)CC2=C(C=C(C(=C2)F)F)F